Hexacosa-10,13-dienoic acid C(CCCCCCCCC=CCC=CCCCCCCCCCCCC)(=O)O